norbornane-2-spiro-2'-Cyclopentanone (Z)-benzyl-dec-9-enamido(methylthio)methylenecarbamate C(C1=CC=CC=C1)C=CCCCCCCCC(=O)N/C(/SC)=N/C(O)=O.C12(C(CCC1)=O)C1CCC(C2)C1